N-(2-(4,4-difluorobicyclo[4.1.0]heptan-1-yl)-4-(2-fluorophenyl)pyridin-3-yl)-2-isopropylpyrimidine-5-carboxamide FC1(CCC2(CC2C1)C1=NC=CC(=C1NC(=O)C=1C=NC(=NC1)C(C)C)C1=C(C=CC=C1)F)F